CC/C=C\\C/C=C\\C[C@@H](/C=C/C=C\\C/C=C\\C/C=C\\CCC(=O)O)O The molecule is a 14-HDoHE in which the stereocentre at position 14 has S-configuration. It is a conjugate acid of a (14S)-HDoHE(1-). It is an enantiomer of a (14R)-HDoHE.